1,2-bismethylthiobenzene CSC1=C(C=CC=C1)SC